3-phenyl-1-(naphthoxy)-propane C1(=CC=CC=C1)CCCOC1=CC=CC2=CC=CC=C12